1-(4-fluorobenzyl)-1H-pyrazol FC1=CC=C(CN2N=CC=C2)C=C1